4-{(2,3-dioleoyl-propyl)amino}-4-oxobutanoic acid C(CCCCCCC\C=C/CCCCCCCC)(=O)C(CNC(CCC(=O)O)=O)CC(CCCCCCC\C=C/CCCCCCCC)=O